I[C@@H]1[C@H](O[C@H](C1)N1C(NC(C(=C1)C)=O)=O)OCP(O)(O)=O ((((2R,3S,5R)-3-iodo-5-(5-methyl-2,4-dioxo-3,4-dihydropyrimidin-1(2H)-yl)tetrahydrofuran-2-yl)oxy)methyl)phosphonic acid